N,N-dimethyl-1,3-butanediamine CN(CCC(C)N)C